5-(3-(difluoromethyl)imidazo[1,2-b]pyridazin-6-yl)-N-(cis-4-ethoxycyclohexyl)-7H-pyrrolo[2,3-d]pyrimidin-2-amine FC(C1=CN=C2N1N=C(C=C2)C2=CNC=1N=C(N=CC12)N[C@@H]1CC[C@@H](CC1)OCC)F